FC(C=1C=C(C(=O)NC=2C=CC(=NC2)C=2N=NN(C2NC(O[C@H](C)C=2C(=NC=C(C2)F)F)=O)C)C=CN1)F (R)-1-(2,5-difluoropyridin-3-yl)ethyl (4-(5-(2-(difluoromethyl)isonicotinamido)pyridin-2-yl)-1-methyl-1H-1,2,3-triazol-5-yl)carbamate